C(=O)O.O[C@H]1[C@H]2[C@@H]([C@H](/C=C/CCS[C@H]([C@@H]([C@H]1O)O)O2)C)N (1R,7S,8R,9R,10R,11S,12R,E)-10,11,12-trihydroxy-7-methyl-13-oxa-2-thiabicyclo[7.3.1]tridec-5-en-8-amine formate